4-(1-tert-butyldioxy-1-methylethyl)benzophenone C(C)(C)(C)OOC(C)(C)C1=CC=C(C(=O)C2=CC=CC=C2)C=C1